BrC=1C=C2C(=NC1Cl)C(=NN2CC)N bromo-5-chloro-1-ethyl-1H-pyrazolo[4,3-B]pyridin-3-amine